FC(C)(F)C=1N=C(SC1)NC(=O)C=1N(C=CC1)CC1=CC=NC=C1 N-(4-(1,1-difluoroethyl)thiazol-2-yl)-1-(pyridin-4-ylmethyl)-1H-pyrrole-2-carboxamide